FC1(CCN(CC1)C(C[C@@H](C(=O)O)N(C)C(=O)OCC1C2=CC=CC=C2C=2C=CC=CC12)=O)F (2S)-4-(4,4-difluoropiperidin-1-yl)-2-[9H-fluoren-9-yl-methoxycarbonyl(methyl)amino]-4-oxobutanoic acid